N-(1-(1H-indol-3-yl)propan-2-yl)bicyclo[1.1.1]Pentane-1-carboxamide N1C=C(C2=CC=CC=C12)CC(C)NC(=O)C12CC(C1)C2